7-acetyl-5-(tert-butyl)-3,3-dimethyl-2,3-dihydro-1H-inden-1-one C(C)(=O)C=1C=C(C=C2C(CC(C12)=O)(C)C)C(C)(C)C